2-(3-((1-(2-((2-(2,6-dioxopiperidin-3-yl)-1,3-dioxoisoindolin-5-yl)oxy)ethyl)piperidin-4-yl)oxy)azetidin-1-yl)-5-(5-methyl-5H-pyrido[4,3-b]indol-7-yl)nicotinonitrile O=C1NC(CCC1N1C(C2=CC=C(C=C2C1=O)OCCN1CCC(CC1)OC1CN(C1)C1=C(C#N)C=C(C=N1)C=1C=CC=2C3=C(N(C2C1)C)C=CN=C3)=O)=O